Cl.CNCCCC/C=C/C=1C=C2C(=NC1)NC([C@]21CC=2C(=NC=C(C2)C(=O)O)C1)=O (3S)-5-[(E)-6-(methylamino)hex-1-enyl]-2-oxo-spiro[1H-pyrrolo[2,3-b]pyridine-3,6'-5,7-dihydrocyclopenta[b]pyridine]-3'-carboxylic acid hydrochloride